C1(CC1)N1C(N(C2=C1C(=CC=C2)N2CCN(CC2)C(=O)OC(C)(C)C)C2C(NC(CC2)=O)=O)=O tert-butyl 4-[3-cyclopropyl-1-(2,6-dioxo-3-piperidyl)-2-oxo-benzimidazol-4-yl]piperazine-1-carboxylate